[CH2+]CCCC=CCCC 5-nonenylium